NC=1SC=C(N1)C(=O)NC1CCC(CC1)NC1=CC(=NC(=C1)C(F)(F)F)C(F)(F)F 2-amino-N-[(1s,4s)-4-{[2,6-bis(trifluoromethyl)pyridin-4-yl]amino}cyclohexyl]-1,3-thiazole-4-carboxamide